(R)-1-((R)-3-(9H-carbazol-9-yl)-2-hydroxypropyl)-5-methylpyrrolidin-2-one C1=CC=CC=2C3=CC=CC=C3N(C12)C[C@H](CN1C(CC[C@H]1C)=O)O